C(C)(=O)N1CC2=CC(=CC(=C2CC1)[C@H]1NCCC1)Cl (S)-2-(2-acetyl-7-chloro-1,2,3,4-tetrahydroisoquinolin-5-yl)pyrrolidine